BrC1=CC=CC=2SC(=C(C21)C#N)NC(OC(C)(C)C)=O Tert-butyl (4-bromo-3-cyanobenzo[b]thiophene-2-yl)carbamate